1-[Ethyl-(4-methoxy-phenyl)-carbamoyl]-piperidine C(C)N(C(=O)N1CCCCC1)C1=CC=C(C=C1)OC